N-[5-[(4-chlorophenyl)methoxy]-1,3,4-thiadiazol-2-yl]-4-(2-methoxyphenyl)-6-methylpyridine-3-carboxamide ClC1=CC=C(C=C1)COC1=NN=C(S1)NC(=O)C=1C=NC(=CC1C1=C(C=CC=C1)OC)C